benzyl 2-((tert-butoxycarbonyl)amino)-2-(3-fluoro-5-(trifluoromethoxy)phenyl)acetate C(C)(C)(C)OC(=O)NC(C(=O)OCC1=CC=CC=C1)C1=CC(=CC(=C1)OC(F)(F)F)F